1-[3-(2,2-difluorocyclopropyl)-5-(4,4-difluoropiperidin-1-yl)-2-fluorophenyl]-3-[(1-ethyl-1H-pyrazol-4-yl)methyl]-1,3-dihydro-2H-imidazol-2-one FC1(C(C1)C=1C(=C(C=C(C1)N1CCC(CC1)(F)F)N1C(N(C=C1)CC=1C=NN(C1)CC)=O)F)F